2-(2-benzylpyrrolidin-1-yl)-6-(2-cyclopropylmorpholino)pyrimidin-4(3H)-one C(C1=CC=CC=C1)C1N(CCC1)C1=NC(=CC(N1)=O)N1CC(OCC1)C1CC1